C(CN(CCO)CCO)N(CCO)CCO 2,2',2'',2'''-(ethane-1,2-diylbis(azanetriyl))tetraethanol